2-[[2-ethoxy-4-(4-hydroxy-1-piperidinyl)phenyl]amino]-5,11-dihydro-5,11-dimethyl-6H-pyrimido[4,5-b][1,4]benzodiazepine-6-one C(C)OC1=C(C=CC(=C1)N1CCC(CC1)O)NC=1N=CC2=C(N(C3=C(C(N2C)=O)C=CC=C3)C)N1